2-Ethylhexyl-p-(dimethyl-amino)benzoat C(C)C(COC(C1=CC=C(C=C1)N(C)C)=O)CCCC